phenyltri(phenoxy)silane C1(=CC=CC=C1)[Si](OC1=CC=CC=C1)(OC1=CC=CC=C1)OC1=CC=CC=C1